N1C=CC2=CC=CC(=C12)C=1C=C(C=CC1OC1=CC=C(C=C1)C(F)(F)F)S(=O)(=O)NC 3-(1H-indol-7-yl)-N-methyl-4-[4-(trifluoromethyl)phenoxy]benzene-1-sulfonamide